C(C)(C)(C)NCCN N'-tert-butylethylenediamine